4-amino-3,5-dichloro-6-(3-difluoromethyl-5-(p-tolyl)-1H-pyrazol-1-yl)pyridinecarbonitrile NC1=C(C(=NC(=C1Cl)N1N=C(C=C1C1=CC=C(C=C1)C)C(F)F)C#N)Cl